1-(5-chloropyridin-2-yl)ethan-1-ol ClC=1C=CC(=NC1)C(C)O